CC1=C(C(NC(=C1)C)=O)CNC(=O)C=1C=C(C=C(C1C)N(C1CCOCC1)CC)C1=CC=C(C=C1)C N-((4,6-dimethyl-2-oxo-1,2-dihydropyridin-3-yl)methyl)-5-(ethyl(tetrahydro-2H-pyran-4-yl)amino)-4,4'-dimethyl-[1,1'-biphenyl]-3-carboxamide